(4-((5-chloro-2-(1,6-diazaspiro[3.3]heptan-6-yl)pyridin-4-yl)oxy)-3-fluorophenyl)-4-(2,6-difluorobenzyl)-2,4-dihydro-3H-1,2,4-triazol-3-one hydrochloride Cl.ClC=1C(=CC(=NC1)N1CC2(CCN2)C1)OC1=C(C=C(C=C1)N1N=CN(C1=O)CC1=C(C=CC=C1F)F)F